C1(CCCCC1)NN(NC1CCCCC1)CCC N,N-dicyclohexylaminopropylamine